C1(CCCC1)CC(=O)NC1=C(C=C(C=C1C(F)(F)F)N1CCOCC1)C=1C=NC=CC1 2-Cyclopentyl-N-(4-morpholin-4-yl-2-pyridin-3-yl-6-trifluoromethyl-phenyl)-acetamide